[Si](C)(C)(C(C)(C)C)OC[C@H]1N(CC2=CC=CC=C2C1)C(=O)C1=C(C=C(C(=C1)OC)OCCCCCI)[N+](=O)[O-] (S)-(3-(((tert-butyldimethylsilyl)oxy)methyl)-3,4-dihydroisoquinolin-2(1H)-yl)(4-((5-iodopentyl)oxy)-5-methoxy-2-nitrophenyl)methanone